4-(dimethylamino)-N-(1-(4-methoxyphenyl)-9H-pyrido[3,4-b]indol-3-yl)benzamide CN(C1=CC=C(C(=O)NC2=CC3=C(NC4=CC=CC=C34)C(=N2)C2=CC=C(C=C2)OC)C=C1)C